(R)-(1,4-oxazepan-3-yl)methan-d2-ol O1C[C@H](NCCC1)C(O)([2H])[2H]